S1NC(C2=C1C=CC=C2)=O 1,2-benzoisothiazol-3(2H)-one